O1CCOC12CCC(CC2)C2=CC=C1C(=NC=NN12)N 7-(1,4-Dioxaspiro[4.5]dec-8-yl)pyrrolo[2,1-f][1,2,4]triazin-4-amine